HEXENYL-3-CIS-BUTYRATE ((Z)-hex-3-en-1-yl butanoate) C(C\C=C/CC)C(C(=O)O)CC.C(=CCCCC)OC(CCC)=O